(R)-1-(2-(2-(2-aminoethoxy)ethoxy)acetyl)-N-(2-(3,4-dichlorophenyl)thiazol-4-yl)pyrrolidine-3-carboxamide hydrochloride Cl.NCCOCCOCC(=O)N1C[C@@H](CC1)C(=O)NC=1N=C(SC1)C1=CC(=C(C=C1)Cl)Cl